CC(C(=O)NC1=C(N=NC=C1)C(C)(O)C(C(=O)OC(C)(C)C)CC(=O)OC(C)(C)C)(C)C 1,4-Di-tert-butyl 2-{1-[4-(2,2-dimethylpropanamido)pyridazin-3-yl]-1-hydroxyethyl}-butanedioate